BrC=1C=C2C(=CC(=NC2=C(C1)F)C1CC1)NCC 6-bromo-2-cyclopropyl-N-ethyl-8-fluoroquinolin-4-amine